isopropyl (S)-6-diazo-2-((S)-3-(5-fluoro-1H-indol-3-yl)-2-hydroxypropanamido)-5-oxohexanoate [N+](=[N-])=CC(CC[C@@H](C(=O)OC(C)C)NC([C@H](CC1=CNC2=CC=C(C=C12)F)O)=O)=O